6-hydroxyhexahydropyrano[3,4-d]imidazole-2(3H)-on OC1CC2C(NC(N2)=O)CO1